CN(C1=NC(=NC=C1)NC1=CC=C(C=C1)S(=O)(=O)N)C1=CC=C2C(=NNC2=C1)C 4-({4-[methyl-(3-methyl-1H-indazol-6-yl)amino]-2-pyrimidinyl}amino)benzenesulfonamide